2-(dimethylamino)-1-(4-(3-isopropyl-2-(8-methoxy-2-(trifluoromethyl)-[1,2,4]triazolo[1,5-a]pyridin-6-yl)-1H-indol-5-yl)piperidin-1-yl)ethan-1-one CN(CC(=O)N1CCC(CC1)C=1C=C2C(=C(NC2=CC1)C=1C=C(C=2N(C1)N=C(N2)C(F)(F)F)OC)C(C)C)C